C(C)(C)(C)OC(=O)N1CC2=CC(=CC=C2CC1)OCC1=CC=C(C=C1)C1=CC=CC=C1 7-(([1,1'-biphenyl]-4-yl)methoxy)-3,4-dihydroisoquinoline-2(1H)-carboxylic acid tert-butyl ester